C(\C(\C)=C/C(=O)OCCC)(=O)OCCC dipropyl citraconate